2,8,9-trimethyl-7-(3-(1-(oxetan-3-yl)-1H-pyrazol-4-yl)-7,8-dihydro-1,6-naphthyridin-6(5H)-yl)-4H-pyrimido[1,2-b]pyridazin-4-one CC=1N=C2N(N=C(C(=C2C)C)N2CC=3C=C(C=NC3CC2)C=2C=NN(C2)C2COC2)C(C1)=O